ethyl 2-[5'-fluoro-1'-methyl-3-(trifluoromethyl)-[4,6'-biindazol]-1-yl]acetate FC=1C=C2C=NN(C2=CC1C=1C=2C(=NN(C2C=CC1)CC(=O)OCC)C(F)(F)F)C